(3R)-1-(4-bromo-2-(fluoromethoxy)phenyl)-2-(2,2-difluoropropyl)-3-methyl-2,3,4,9-tetrahydro-1H-pyrido[3,4-b]indole BrC1=CC(=C(C=C1)C1N([C@@H](CC2=C1NC1=CC=CC=C21)C)CC(C)(F)F)OCF